N,N-bis(4-aminophenyl)terephthalamide NC1=CC=C(C=C1)N(C(C1=CC=C(C(=O)N)C=C1)=O)C1=CC=C(C=C1)N